COC1=C(C=CC(=C1)B1OC(C(O1)(C)C)(C)C)CC(=O)N (2-methoxy-4-(4,4,5,5-tetramethyl-1,3,2-dioxaborolan-2-yl)phenyl)acetamide